6-acetyl-2-((5-(1-(6-(chloromethyl)pyridin-3-yl)piperidin-4-yl)pyridin-2-yl)amino)-8-cyclopentyl-5-methylpyrido[2,3-d]pyrimidin-7(8H)-one C(C)(=O)C1=C(C2=C(N=C(N=C2)NC2=NC=C(C=C2)C2CCN(CC2)C=2C=NC(=CC2)CCl)N(C1=O)C1CCCC1)C